FC=1C=CC(=NC1)NC1=CC2=C(C=N1)C(NN2C2=CC(=C(C#N)C=C2)C(F)(F)F)=O 4-(6-((5-fluoropyridin-2-yl)amino)-3-oxo-2,3-dihydro-1H-pyrazolo[4,3-c]pyridin-1-yl)-2-(trifluoromethyl)benzonitrile